OC1=C(C=CC2=C(C(=CC=C12)C(=O)O)O)C(=O)O 1,5-dihydroxyl-2,6-naphthalenedicarboxylic acid